7-(((3R,4S)-3-fluoro-1-methylpiperidin-4-yl)amino)-3-(2,2,2-trifluoroethyl)benzo[b]thiophen F[C@@H]1CN(CC[C@@H]1NC1=CC=CC2=C1SC=C2CC(F)(F)F)C